(2-chloroacetyl)-2-methyl-[1,1'-biphenyl] ClCC(=O)C=1C(=C(C=CC1)C1=CC=CC=C1)C